C(#N)C[C@@H]1N(CCN(C1)C1=NC(=NC2=C(C(=CC=C12)C1=CC=CC2=CC=CC(=C12)C#C[Si](C(C)C)(C(C)C)C(C)C)F)OCC12CCCN2CCC1)C(=O)OC(C)(C)C Tert-butyl (S)-2-(cyanomethyl)-4-(8-fluoro-2-((tetrahydro-1H-pyrrolizin-7a(5H)-yl)methoxy)-7-(8-((Triisopropylsilyl)ethynyl)naphthalen-1-yl)quinazolin-4-yl)piperazine-1-carboxylate